r-2,2,4-trimethyl-1,3-pentanediol monoisobutyrate C(C(C)C)(=O)O.CC(CO)([C@@H](C(C)C)O)C